5-(3-methylphenyl)pentan-1-ol CC=1C=C(C=CC1)CCCCCO